C(C)(C)(C)OC(=O)N1C(=CC2=CC(=CC(=C12)Cl)OC)B(O)O 1-(TERT-BUTOXYCARBONYL)-7-CHLORO-5-METHOXY-1H-INDOL-2-YLBORONIC ACID